N-[(3-chloro-4-fluorophenyl)-(5-methyl-4-methylsulfonyl-1H-imidazol-2-yl)methyl]-4-(difluoromethyl)pyridin-2-amine ClC=1C=C(C=CC1F)C(NC1=NC=CC(=C1)C(F)F)C=1NC(=C(N1)S(=O)(=O)C)C